ClC(CCCl)OP(=O)(OC(CCCl)Cl)OC(CCCl)Cl tris-(1,3-dichloropropyl)-phosphate